COC1=CC2=C(C=3N=C(OC31)C)C=C(S2)C(CCC(=O)O)=O 4-(4-methoxy-2-methylthieno[2',3':5,6]benzo[1,2-d]oxazol-7-yl)-4-oxobutanoic acid